1-(hydroxymethyl)cyclohex-3-ene-1-carboxylate OCC1(CC=CCC1)C(=O)[O-]